PERFLUORO(2-METHYL-3-PENTANONE) FC(C(C(C(C(F)(F)F)(F)F)=O)(C(F)(F)F)F)(F)F